rac-1-(tert-butoxycarbonyl)-3-methoxypiperidine-4-carboxylic acid C(C)(C)(C)OC(=O)N1CC(C(CC1)C(=O)O)OC